(4R,5S,E)-3-(4-chlorophenyl)-5-methyl-4-phenyl-N-((4-(trifluoromethyl)phenyl)sulfonyl)-4,5-dihydro-1H-pyrazole-1-carboxamide chloride [Cl-].ClC1=CC=C(C=C1)C1=NN([C@H]([C@H]1C1=CC=CC=C1)C)C(=O)NS(=O)(=O)C1=CC=C(C=C1)C(F)(F)F